C(C=C)C1=CC(=C(C=C1)OCC=C)OC 4-allyl-1-(allyloxy)-2-methoxybenzene